COC(=O)C=1C=C2C=CC(=NC2=CC1)N1CC2(COC2)C1 2-(2-Oxa-6-azaspiro[3.3]hept-6-yl)quinoline-6-carboxylic acid methyl ester